2,2-difluoroethane FC(C)F